NCC(CO)(CC)COCC(CC)(CN)CN 2-(aminomethyl)-2-((2,2-bis(aminomethyl)butoxy)methyl)butan-1-ol